perfluorooctyl-phosphoric acid FC(C(C(C(C(C(C(C(F)(F)F)(F)F)(F)F)(F)F)(F)F)(F)F)(F)F)(OP(O)(O)=O)F